C(C)N1CCN(CC1)C1=CC(=C(C=C1)NC(C1=CN=C(C(=C1)NC1=NC=CC(=N1)C=1C=NC=CC1)C)=O)C(F)(F)F N-[4-(4-Ethyl-piperazin-1-yl)-2-trifluoromethyl-phenyl]-6-methyl-5-(4-pyridin-3-yl-pyrimidin-2-ylamino)-nicotinamide